6-(4-(Dimethoxymethyl)piperidin-1-yl)-3-formylbenzofuran-2-carboxylic acid ethyl ester C(C)OC(=O)C=1OC2=C(C1C=O)C=CC(=C2)N2CCC(CC2)C(OC)OC